C(C1=CC=CC=C1)ONC(N[C@@H](CC1=CC=C(C=C1)NS(=O)(=O)O)C=1SC=C(N1)CC)=O (S)-4-(2-(3-Benzyloxylureido)-2-(4-ethylthiazol-2-yl)ethyl)phenylaminosulfonic acid